tert-butyl N-(tert-butoxycarbonyl)-N-[4-[7-(2-methoxyethyl)-4-oxo-1H,5H,6H,7H-pyrrolo[3,2-c]pyridin-2-yl]pyrimidin-2-yl]carbamate C(C)(C)(C)OC(=O)N(C(OC(C)(C)C)=O)C1=NC=CC(=N1)C1=CC=2C(NCC(C2N1)CCOC)=O